BrCC1=NC=C(C=N1)C=1OC(=NN1)C(F)F 2-(2-(Bromomethyl)pyrimidin-5-yl)-5-(difluoromethyl)-1,3,4-oxadiazole